C(C)OC1=C(C=CC=C1)C1=NC(=CC(=C1)C1=CC=C(C=C1)NC1=C(C=C(C=C1C)C)C)C1=C(C=CC=C1)OCC 2,6-bis(2-ethyloxyphenyl)-4-(4-(2,4,6-trimethylphenyl)aminophenyl)pyridine